C(C=C)(=O)O.C(C=C)(=O)O.CCCC butane diacrylate